FC1=C(C=CC(=C1)O)B(O)O 2-FLUORO-4-HYDROXYPHENYLBORONIC ACID